N-(2-(4-(benzyloxy)-7-methyl-1H-indol-3-yl)ethyl)-N-methylpropan-1-amine C(C1=CC=CC=C1)OC1=C2C(=CNC2=C(C=C1)C)CCN(CCC)C